[C@H]12N[C@@H](C[C@@H]2C1)C(=O)N1CC(C1)OC1=CC=2O[B-](CCC2C=C1)(O)O 8-({1-[(1S,3S,5S)-2-azabicyclo[3.1.0]hexane-3-carbonyl]azetidin-3-yl}oxy)-4,4-dihydroxy-5-oxa-4-boranuidabicyclo[4.4.0]deca-1(6),7,9-triene